COC1=C(C(=CC(=C1)OC(C)C)OC)C 1,3-dimethoxy-2-methyl-5-(1-methylethoxy)-benzene